methyl 2,7-dimethyl-3-oxo-3,4-dihydroquinoxalin-6-carboxylate CC1=NC2=CC(=C(C=C2NC1=O)C(=O)OC)C